1-Cyclobutyl-N-((2-(4'-fluoro-2'-(4-methyl-4H-1,2,4-triazol-3-yl)-[1,1'-biphenyl]-3-yl)-7-methoxybenzo[d]oxazol-5-yl)methyl)methanamine C1(CCC1)CNCC=1C=C(C2=C(N=C(O2)C=2C=C(C=CC2)C2=C(C=C(C=C2)F)C2=NN=CN2C)C1)OC